FC=1C=CC=C2C(CCOC12)NC(=O)NC1=NN(C=C1)CC1=CC=NC=C1 1-(8-fluorochroman-4-yl)-3-(1-(pyridin-4-ylmethyl)-1H-pyrazol-3-yl)urea